3-[5-({[4-(aminomethyl)phenyl]methyl}sulfanyl)-4-methoxy-3-{1-[2-(morpholin-4-yl)acetyl]piperidin-3-yl}-1H-pyrazole-1-carbonyl]-2-chlorobenzoic acid NCC1=CC=C(C=C1)CSC1=C(C(=NN1C(=O)C=1C(=C(C(=O)O)C=CC1)Cl)C1CN(CCC1)C(CN1CCOCC1)=O)OC